C(CCC)OC=1C=C(C=CC1)C=1C=C2CC(C(C2=CC1OC)NC(O[C@@H]1CN2CCC1CC2)=O)(C)C (S)-quinuclidin-3-yl (5-(3-butoxyphenyl)-6-methoxy-2,2-dimethyl-2,3-dihydro-1H-inden-1-yl)carbamat